ClC1=CC=C(C=C1)N 4-chlorophenylamine